C(=O)O.C(=O)O.C12COCC(CC1)N2CCCOC=2N=C(C1=C(N2)C=C(S1)C1=CC(=CC2=CC=CC=C12)O)N1C[C@H]2CC[C@@H](C1)N2 4-(2-(3-(3-Oxa-8-azabicyclo[3.2.1]octan-8-yl)propoxy)-4-((1R,5S)-3,8-diazabicyclo[3.2.1]octan-3-yl)thieno[3,2-d]pyrimidin-6-yl)naphthalen-2-ol diformate